(1S,2R,3S,5S)-4-(2-(5-chloropyridin-3-yl)-6-(methylamino)-9H-purin-9-yl)-N-ethyl-2,3-dihydroxylbicyclo[3.1.0]-hexane-1-formamide ClC=1C=C(C=NC1)C1=NC(=C2N=CN(C2=N1)C1[C@@H]([C@@H]([C@@]2(C[C@H]12)C(=O)NCC)O)O)NC